2-[6-(3-fluoro-5-mesyl-benzyl)-2-azaspiro[3.3]heptane-2-carbonyl]-2,5-diazaspiro[3.4]octan-6-one FC=1C=C(CC2CC3(CN(C3)C(=O)N3CC4(C3)NC(CC4)=O)C2)C=C(C1)S(=O)(=O)C